N[C@H](C)C(=O)N=[S@@](=O)(C)C=1C=C(C=CC1)NC(=O)C1=C(N=NC(=C1C)C(F)(F)F)OC=1C(=NC(=CC1)F)C N-(3-((R)-N-(D-alanyl)-S-methylsulfonimidoyl)phenyl)-3-((6-fluoro-2-methylpyridin-3-yl)oxy)-5-methyl-6-(trifluoromethyl)pyridazine-4-carboxamide